deuterio 2,2-dideuterio-2-[3,5-difluoro-2-(1,1,2,2,2-pentadeuterioethyl)phenoxy]acetate [2H]C(C(=O)O[2H])(OC1=C(C(=CC(=C1)F)F)C(C([2H])([2H])[2H])([2H])[2H])[2H]